Acetic acid (2S,3R,4S,5R,6R)-4,5-diacetoxy-6-(3-bromo-6,6-dimethyl-11-oxo-6,11-dihydro-5H-benzo[b]carbazole-8-yl oxymethyl)-2-methoxy-tetrahydro-pyran-3-yl ester C(C)(=O)O[C@@H]1[C@H]([C@H](O[C@@H]([C@H]1OC(C)=O)COC=1C=CC2=C(C(C=3NC4=CC(=CC=C4C3C2=O)Br)(C)C)C1)OC)OC(C)=O